(1S,3S,4S)-2-(7-chloro-1H-indole-2-carbonyl)-5,5-difluoro-N-((R,E)-4-fluoro-4-(methylsulfonyl)-1-((R)-2-oxopyrrolidin-3-yl)but-3-en-2-yl)-2-azabicyclo[2.2.2]octane-3-carboxamide ClC=1C=CC=C2C=C(NC12)C(=O)N1[C@@H]2CC([C@H]([C@H]1C(=O)N[C@H](C[C@@H]1C(NCC1)=O)\C=C(\S(=O)(=O)C)/F)CC2)(F)F